(1r,4r)-N1-(5-Methyl-4-(6-(pyridin-4-ylamino)imidazo[1,2-a]pyridin-3-yl)pyrimidin-2-yl)cyclohexane-1,4-diamine CC=1C(=NC(=NC1)NC1CCC(CC1)N)C1=CN=C2N1C=C(C=C2)NC2=CC=NC=C2